COC=1N=C2C(=CC=NC2=CC1OC)OC1=CC=C(C=C1)NC(=O)C=1C(N(C=CC1C)C1=C(C=C(C=C1)F)C)=O N-[4-[(6,7-Dimethoxy-1,5-naphthyridin-4-yl)oxy]phenyl]-1-(4-fluoro-2-methylphenyl)-4-methyl-2-oxopyridine-3-carboxamide